(S)-3-(2-oxooxazolidin-4-yl)propionic acid methyl ester COC(CC[C@@H]1NC(OC1)=O)=O